6-(2-methoxybenzyl)-5-methyl-2-phenyl-3-(piperidin-1-yl)pyrazolo[1,5-a]pyrimidin-7(4H)-one COC1=C(CC2=C(NC=3N(C2=O)N=C(C3N3CCCCC3)C3=CC=CC=C3)C)C=CC=C1